5-((4-methoxybenzyl)thio)-2,6-dimethylpyridazin-3(2H)-one COC1=CC=C(CSC2=CC(N(N=C2C)C)=O)C=C1